N,N-diethylethanolamine CCN(CC)CCO.C1=CC(=C(C=C1Cl)Cl)OCC(=O)O